Br(=O)(=O)O.NC=1C2=C(NC(C1C=1NC=3C(=CC4=C(CCN(CC4)C4CC(C4)O)C3)N1)=O)C=CS2 7-amino-6-(7-(3-hydroxycyclobutyl)-1,5,6,7,8,9-hexahydroimidazo[4',5':4,5]benzo[1,2-d]azepin-2-yl)thieno[3,2-b]pyridin-5(4H)-one bromate